OC=1C=NN(C1)C1=CC=C(C#N)C=C1 4-(4-Hydroxy-pyrazol-1-yl)benzonitrile